(tert-butoxymethyl)-1-(2-(5,6,7,8-tetrahydro-1,8-naphthyridin-2-yl)ethyl)-1H-pyrazole-4-carboxylic acid C(C)(C)(C)OCC1=NN(C=C1C(=O)O)CCC1=NC=2NCCCC2C=C1